[Si](C)(C)(C(C)(C)C)OC(COC)C1=CC=C(C=N1)NC(=O)[C@@H]1O[C@]([C@H]([C@H]1C1=C(C(=C(C=C1)F)F)OC)C)(C(F)(F)F)C |o1:21,23,24,25| rel-(2R,3S,4S,5R)-N-(6-(1-((tert-butyldimethylsilyl)oxy)-2-methoxyethyl)pyridin-3-yl)-3-(3,4-difluoro-2-methoxyphenyl)-4,5-dimethyl-5-(trifluoromethyl)tetrahydrofuran-2-carboxamide